6-(Pyrazolo[1,5-a]pyrazin-3-carbonyl)-N-(5-(trifluoromethoxy)pyridin-3-yl)-4,5,6,7-tetrahydrothieno[2,3-c]pyridin-3-carboxamid N1=CC(=C2N1C=CN=C2)C(=O)N2CC1=C(CC2)C(=CS1)C(=O)NC=1C=NC=C(C1)OC(F)(F)F